ClC=1C(=CC(=NC1)NC1=CC=CC=C1)N1C=C(C=C1)C(=O)NC(CO)C1=CC(=CC=C1)Cl 1-(5-chloro-2-(phenylamino)pyridin-4-yl)-N-(1-(3-chlorophenyl)-2-hydroxyethyl)-1H-pyrrole-3-carboxamide